FC1=CC=C(C=C1)N1N=C(C=2C1=NC(=NC2)C(=O)N(C)CC2=CC=C(C=C2)OC)OCC(C)C 1-(4-fluorophenyl)-N-[(4-methoxyphenyl)methyl]-N-methyl-3-(2-methylpropoxy)-1H-pyrazolo[3,4-d]pyrimidine-6-carboxamide